4-Chloro-5-methyl-7H-pyrrolo[2,3-d]pyrimidine ClC=1C2=C(N=CN1)NC=C2C